caesium(1+) fluoride [F-].[Cs+]